2-oxopropane-1,3-diol di(dodecanoate) C(CCCCCCCCCCC)(=O)OCC(COC(CCCCCCCCCCC)=O)=O